C=NC 2-azapropene